[(3R,4S,5R)-3-[(tert-butyldimethylsilyl)oxy]-4-fluoro-5-(5-fluoro-2,4-dioxo-3H-pyrimidin-1-yl)-2-[(trifluoromethanesulfonyloxy)methyl]oxolan-2-yl]methyl trifluoromethanesulfonate FC(S(=O)(=O)OCC1(O[C@H]([C@H]([C@@H]1O[Si](C)(C)C(C)(C)C)F)N1C(NC(C(=C1)F)=O)=O)COS(=O)(=O)C(F)(F)F)(F)F